(S)-4-hydroxy-N-(7-((3-hydroxyoxetan-3-yl)ethynyl)-5-methyl-4-oxo-2,3,4,5-tetrahydrobenzo[b][1,4]oxazepin-3-yl)picolinamide OC1=CC(=NC=C1)C(=O)N[C@@H]1C(N(C2=C(OC1)C=CC(=C2)C#CC2(COC2)O)C)=O